ClC1=C2N(C(CN(C2=CC=C1)C(=O)C1=C(C=CC(=C1)N1N=C(N=C1)C(C)C)C)C)C (5-chloro-3,4-dihydro-3,4-dimethyl-1(2H)-quinoxalinyl)[2-methyl-5-[3-(1-methylethyl)-1H-1,2,4-triazol-1-yl]phenyl]methanone